CC(CCl)Cl The molecule is a racemate comprising equimolar amounts of (R)- and (S)-1,2-dichloropropane. It is used as a fumigant to control nematodes in soil and insects in stored grain. It has a role as a fumigant insecticide, an agrochemical, a carcinogenic agent and a polar aprotic solvent. It contains a (R)-1,2-dichloropropane and a (S)-1,2-dichloropropane.